tert-butyl 3-(2-(3-(((S)-2-(((benzyloxy)carbonyl)amino)-4-phenylbutanamido)methyl)-4-methylphenoxy)ethyl)piperidine-1-carboxylate C(C1=CC=CC=C1)OC(=O)N[C@H](C(=O)NCC=1C=C(OCCC2CN(CCC2)C(=O)OC(C)(C)C)C=CC1C)CCC1=CC=CC=C1